FC1(CCN(CC1)C=1C=NC=CC1)CN1C2=NC(=NC=C2NC1=O)C1=C(C=CC=C1)C(C)C ((4-fluoro-1-(pyridin-3-yl)piperidin-4-yl)methyl)-2-(2-isopropylphenyl)-7,9-dihydro-8H-purin-8-one